COCCOCCOCCOCCOCCOCCOCCOCCOCCC(=O)OC(C)(C)C tert-butyl 2,5,8,11,14,17,20,23,26-nonaoxanonacosan-29-oate